2,6-bis(1,2,4-triazin-3-yl)-pyridine N1=NC(=NC=C1)C1=NC(=CC=C1)C=1N=NC=CN1